phloretin azide [N-]=[N+]=[N-].OC1=CC=C(CCC(=O)C=2C(O)=CC(O)=CC2O)C=C1